2-(4-((1R,3R)-3-((2-(6-oxo-5-(trifluoromethyl)-1,6-dihydropyridazin-3-yl)propan-2-yl)amino)cyclobutane-1-carbonyl)piperazin-1-yl)-5-(trifluoromethyl)nicotinamide O=C1C(=CC(=NN1)C(C)(C)NC1CC(C1)C(=O)N1CCN(CC1)C1=C(C(=O)N)C=C(C=N1)C(F)(F)F)C(F)(F)F